CCC1CO1 1-butylene oxide